FC1=C(C=CC(=C1)F)NCC(=O)O 2,4-Difluorophenyl-glycine